O=C1NC(=CC=C1C(=O)NC(C1=CC(=CC=C1)C=C)C1=CC=CC=C1)C(F)(F)F 2-oxo-N-(phenyl(3-vinylphenyl)methyl)-6-(trifluoromethyl)-1,2-dihydropyridine-3-carboxamide